CC1=C(C(=C(C1([Hf]C=1CC=2C=CC3=C(C2C1C(C)(C)C)C=CC=C3)C)C)C)C pentamethylcyclopentadienyl-(1-tert-butyl-benz[e]indenyl)hafnium